C(#N)CC1(CN(C1)C=1N=CC(=NC1)C(=O)N[C@H](C(F)(F)F)C)N1N=CC(=C1)C=1C(=NNC1)CC 5-[3-(cyanomethyl)-3-(3'-ethyl-1H,1'H-4,4'-bipyrazol-1-yl)azetidin-1-yl]-N-[(1S)-2,2,2-trifluoro-1-methylethyl]pyrazine-2-carboxamide